(S)-1'-(5-((6-amino-2-methoxypyridin-3-yl)thio)-1H-imidazo[4,5-b]pyrazin-2-yl)-1,3-dihydrospiro[indene-2,4'-piperidin]-1-amine NC1=CC=C(C(=N1)OC)SC=1N=C2C(=NC1)NC(=N2)N2CCC1(CC2)[C@@H](C2=CC=CC=C2C1)N